1,6-hex-andiamine C(CCCCCN)N